C(C)(CC)C1C(NC2=C(CN1C=1SC=CN1)C=CC=C2)=O 3-(sec-butyl)-4-(thiazol-2-yl)-1,3,4,5-tetrahydro-2H-benzo[1,4]diazepin-2-one